(E)-3-(4-(2-(1-(5-bromo-3-cyano-4-(4-cyano-3-fluorophenyl)pyridin-2-yl)piperidin-4-yl)ethyl)phenyl)acrylic acid BrC=1C(=C(C(=NC1)N1CCC(CC1)CCC1=CC=C(C=C1)/C=C/C(=O)O)C#N)C1=CC(=C(C=C1)C#N)F